3-(2-methylpiperazin-1-yl)azetidine-1-carboxylate CC1N(CCNC1)C1CN(C1)C(=O)[O-]